C1(=CC=CC=C1)C1=CC=CC(=N1)C(=O)NCCNC(OC(C)(C)C)=O tert-butyl (2-(6-phenylpicolinamido)ethyl)carbamate